BrC=1C=C(C=CC1)[C@@H](C)N (R)-1-(3-bromophenyl)ethane-1-amine